ClC=1C=NN(C1C1=NOC(=C1CO)C1CC1)C (3-(4-chloro-1-methyl-1H-pyrazol-5-yl)-5-cyclopropylisoxazol-4-yl)methanol